NCCOCCOCCOCCOCCOCCOCCOCCOCCOCCOCCOCCOCCC(=O)O 1-amino-3,6,9,12,15,18,21,24,27,30,33,36-dodecaoxanonatriacontane-39-oic acid